5-(3,5-dichloro-4-hydroxybenzylidene)-2-phenyl-1,3-dioxane-4,6-dione ClC=1C=C(C=C2C(OC(OC2=O)C2=CC=CC=C2)=O)C=C(C1O)Cl